CO[C@@H]1CN(CC1)C1=CC(=NC(=N1)C1=CC=CC=C1)C(=O)[O-].[Na+].C(C)OC1=C(C=CC(=C1)C=1C=NN(C1)C)NC1=C(N=NC=C1)C(=O)NC([2H])([2H])[2H] 4-((2-ethoxy-4-(1-methyl-1H-pyrazol-4-yl)phenyl)amino)-N-(methyl-d3)pyridazine-3-carboxamide sodium (S)-6-(3-methoxypyrrolidin-1-yl)-2-phenylpyrimidine-4-carboxylate